OCC1=CC=C(C=C1)NC([C@H](CCCNC(=O)N)NC([C@H](C(C)C)NC(OCC1C2=CC=CC=C2C=2C=CC=CC12)=O)=O)=O (9H-fluoren-9-yl)methyl ((S)-1-(((S)-1-((4-(hydroxymethyl)phenyl)amino)-1-oxo-5-ureidopentan-2-yl)amino)-3-methyl-1-oxobutan-2-yl)carbamate